C(C)(C)(C)OC(=O)N1CC2=CC(=CC=C2CC1)CC1=CN=C(C=C1)C(F)(F)F 7-(6-(trifluoromethyl)nicotinyl)-3,4-dihydroisoquinoline-2(1H)-carboxylic acid tert-butyl ester